N1C(C(NC2=CC=CC=C12)=O)=O quinoxalin-2,3(1H,4H)-dione